C1[C@H]([C@H]([C@H](O[C@]1(C(=O)O)O[C@@H]2C[C@@](O[C@@H]([C@@H]2O[C@@H]3[C@H]([C@H]([C@@H]([C@H](O3)[C@H](CO)O)OP(=O)(O)O)O[C@@H]4[C@H]([C@H]([C@@H]([C@H](O4)[C@H](CO[C@@H]5[C@H]([C@H]([C@@H]([C@H](O5)[C@H](CO)O)O)O)O)O)OP(=O)(O)O)O[C@@H]6[C@@H]([C@H]([C@@H]([C@H](O6)CO[C@@H]7[C@@H]([C@H]([C@H]([C@H](O7)CO)O)O)O)O)O[C@@H]8[C@@H]([C@H]([C@H]([C@H](O8)CO)O)O)O[C@@H]9[C@@H]([C@H]([C@@H]([C@H](O9)CO)O)O)O[C@@H]1[C@@H]([C@H]([C@@H]([C@H](O1)CO)O)O)O)O)O)O)[C@@H](CO)O)(C(=O)O)OC[C@@H]1[C@H]([C@@H]([C@H]([C@@H](O1)OC[C@@H]1[C@H]([C@@H]([C@H]([C@H](O1)OP(=O)(O)O)N)O)O)N)O)OP(=O)(O)O)[C@@H](CO)O)O)O The molecule is a branched twelve-membered oligosaccharide phosphate consisting of two galactose residues, three glucose residues, two 3-deoxy-D-manno-oct-2-ulosonic acid residues, three L-glycero-alpha-D-manno-heptose residues and two glucosamine residues, one of which is at the reducing end. The unit constitutes the core oligosaccharide structure of enterobacterial lipopolysaccharide obtained from Salmonella enterica sv. Minnesota.